FC=1C=CC(=C2C=C(N(C12)CCN)C)C [2-(7-fluoro-2,4-dimethyl-indol-1-yl)-ethyl]-amine